N[C@@H]1CC[C@H](CC1)OC=1C=CC2=C(\C(\C(C=3C(=NC=NC23)N)(C)C)=N/OCC#C)C1 (6Z)-8-(trans-4-aminocyclohexyloxy)-5,5-dimethyl-6-prop-2-ynyloxyimino-benzo[h]quinazolin-4-amine